BrC1=CC(=C(C=C1)NS(=O)(=O)C)F N-(4-bromo-2-fluorophenyl)methanesulfonamide